tert-butyl 3-(6-(3-Methyl-1H-pyrrolo[2,3-b]pyridin-5-yl)-2-((S)-3,3,3-trifluoro-2-hydroxy-2-methylpropionyl)-1,2,3,4-tetrahydroisoquinolin-8-yl)morpholine-4-carboxylate CC1=CNC2=NC=C(C=C21)C=2C=C1CCN(CC1=C(C2)C2N(CCOC2)C(=O)OC(C)(C)C)C([C@](C(F)(F)F)(C)O)=O